Ethyl 1-(6-fluoropyridin-3-yl)-5-(trifluoromethyl)-1H-pyrazole-4-carboxylate FC1=CC=C(C=N1)N1N=CC(=C1C(F)(F)F)C(=O)OCC